FC(C=1C(=C(C=CC1)C(C)NC=1C2=C(N=C(N1)C)N=C(C(=C2)C2CCS(CC2)(=O)=O)OC)F)(C2COCC2)F 4-(4-((1-(3-(difluoro(tetrahydrofuran-3-yl)methyl)-2-fluorophenyl)ethyl)amino)-7-methoxy-2-methylpyrido[2,3-d]pyrimidin-6-yl)tetrahydro-2H-thiopyran 1,1-dioxide